CC(C(=O)OCC(C)(C1=CC(=C(C=C1)Cl)Cl)NC(NC1=C(C=CC=C1CN1C(OC=C1)=N)N)=S)(C)C 2-[({2-amino-6-[(2-imino-2,3-dihydro-1,3-oxazol-3-yl)methyl]phenyl}carbamothioyl)amino]-2-(3,4-dichlorophenyl)propyl 2,2-dimethylpropanoate